(1S,2S)-CYCLOBUTANE C1CCC1